(1R)-1-azido-5-bromo-2,3-dihydro-1H-indene N(=[N+]=[N-])[C@@H]1CCC2=CC(=CC=C12)Br